6-(Tert-Butylthio)-N-[(1R)-1-(3-{1,1-difluoro-2-methyl-2-[(triethylsilyl)oxy]propyl}-2-fluorophenyl)ethyl]-2-methylpyrido[3,4-d]pyrimidin-4-amine C(C)(C)(C)SC1=CC2=C(N=C(N=C2N[C@H](C)C2=C(C(=CC=C2)C(C(C)(O[Si](CC)(CC)CC)C)(F)F)F)C)C=N1